C(CCCCCCC\C=C/CCCCCCCC)(=O)NC1(CC1)C(=O)O N-oleoyl-1-amino-cyclopropyl-carboxylic acid